C(C)C=1N(C=2N(C(C1N1CCN(CC1)C(=O)OC(C)(C)C)=O)N=C(N2)N2CCCC2)CC(=O)NC2=C(C=C(C=C2)C(F)(F)F)C tert-butyl 4-(5-ethyl-4-(2-((2-methyl-4-(trifluoromethyl)phenyl)amino)-2-oxoethyl)-7-oxo-2-(pyrrolidin-1-yl)-4,7-dihydro-[1,2,4]triazolo[1,5-a]pyrimidin-6-yl)piperazine-1-carboxylate